C(C)(C)(C)OC(=O)N1CCC(CC1)(CO)SSC1(CCN(CC1)C(=O)OC(C)(C)C)CO tert-butyl 4-[[1-tert-butoxycarbonyl-4-(hydroxymethyl)-4-piperidyl]disulfanyl]-4-(hydroxymethyl)piperidine-1-carboxylate